1-Methyl 4-[(3,3,4-trimethyl-1,1-dioxido-2,3-dihydro-1-benzothiophen-5-yl) carbonyl]-1H-pyrazol-5-yl-propane-1-sulfonate CC1(CS(C2=C1C(=C(C=C2)C(=O)C=2C=NNC2C(CC)S(=O)(=O)OC)C)(=O)=O)C